(R)-2-((S)-1-(7,8-Dichloro-4-(1H-Imidazol-1-Yl)Quinolin-2-Yl)Pyrrolidin-2-Yl)-2-Hydroxyacetic Acid ClC1=CC=C2C(=CC(=NC2=C1Cl)N1[C@@H](CCC1)[C@H](C(=O)O)O)N1C=NC=C1